2-[3-[4-[3-(4-pyridyl)-1H-pyrazol-4-yl]phenyl]phenyl]acetonitrile N1=CC=C(C=C1)C1=NNC=C1C1=CC=C(C=C1)C=1C=C(C=CC1)CC#N